C1(CC1)C[C@@H](C(=O)N[C@H](C(=O)OC)C[C@H]1C(NCC1)=O)NC(=O)C=1NC=2CCCCC2C1 methyl (2S)-2-[[(2S)-3-cyclopropyl-2-(4,5,6,7-tetrahydro-1H-indole-2-carbonylamino)propanoyl]amino]-3-[(3S)-2-oxopyrrolidin-3-yl]propanoate